7-(benzyloxy)-2-butyl-1-(4-methoxybenzyl)-1H-imidazo[4,5-d]pyridazin-4-amine C(C1=CC=CC=C1)OC=1N=NC(=C2C1N(C(=N2)CCCC)CC2=CC=C(C=C2)OC)N